4-[(3R)-3-aminopyrrolidin-1-yl]-N-{8-fluoro-2-methylimidazo[1,2-a]pyridin-6-yl}-2-methylindazole-7-carboxamide N[C@H]1CN(CC1)C=1C2=CN(N=C2C(=CC1)C(=O)NC=1C=C(C=2N(C1)C=C(N2)C)F)C